dopamine bismuth [Bi].NCCC1=CC(O)=C(O)C=C1